C1(CC1)[C@H]1CC2(CN(C2)C(=O)C2CC3(C2)NC(OC3)=O)CC1 |r| (rac)-(2s,4s)-2-(6-cyclopropyl-2-azaspiro[3.4]octane-2-carbonyl)-7-oxa-5-azaspiro[3.4]octane-6-one